O=C1CCC(CC1)CNC(OCC1=CC=CC=C1)=O benzyl (4-oxocyclohexyl)methylcarbamate